FC1=CC=C(C(=O)NC(C)C2=NC=3CCCN(C3C=C2)C(=O)C2(OCCCC2)C)C=C1 4-fluoro-N-{1-[5-(2-methyloxane-2-carbonyl)-5,6,7,8-tetrahydro-1,5-naphthyridin-2-yl]ethyl}benzamide